(S)-(5-(2-fluoropropan-2-yl)-1,3,4-oxadiazol-2-yl)(4-(6-fluoropyrazolo[1,5-a]pyridin-2-yl)-6,7-dihydro-1H-imidazo[4,5-c]pyridin-5(4H)-yl)methanone FC(C)(C)C1=NN=C(O1)C(=O)N1[C@@H](C2=C(CC1)NC=N2)C2=NN1C(C=CC(=C1)F)=C2